(1S,3S)-3-((6-(5-(((cyclopentylmethoxy)carbonyl)amino)-1-methyl-1H-1,2,3-triazol-4-yl)-2-methylpyridin-3-yl)oxy)cyclohexane-1-carboxylic acid C1(CCCC1)COC(=O)NC1=C(N=NN1C)C1=CC=C(C(=N1)C)O[C@@H]1C[C@H](CCC1)C(=O)O